FC1(CC1)C(CO)NC1COCC1 2-(1-fluorocyclopropyl)-2-(oxolan-3-ylamino)ethanol